ClC1=NC=2C(N=C1Cl)=NON2 5,6-Dichloro-[1,2,5]oxadiazolo[3,4-b]-pyrazine